C(/C(=C(/C(F)(F)F)\F)/F)F HEXAFLUORO-2-BUTENE